1,2-dipropoxy-1,2-diiodoethane C(CC)OC(C(I)OCCC)I